C(C)NC(C1=CN=CC(=C1)[N+](=O)[O-])=O N-ethyl-5-nitronicotinamide